[O].[W].[As] arsenic-tungsten-oxygen salt